(R)-2-amino-6-(3-(1,3-bis(3-hydroxy-2-(hydroxymethyl)propoxy)-2-((3-hydroxy-2-(hydroxymethyl)propoxy)methyl)propan-2-yl)ureido)hexanamide N[C@@H](C(=O)N)CCCCNC(=O)NC(COCC(CO)CO)(COCC(CO)CO)COCC(CO)CO